C(C#C)OC1=CC=C(C=C1)[N+](=O)[O-] 4-(prop-2-ynyloxy)nitrobenzene